FC=1C=C(C=C2C(=C(NC12)C1=CC=C(C=C1)F)C1=NN=C(O1)N[C@@H]1C(NC[C@H]1O)=O)C (3S,4R)-3-({5-[7-fluoro-2-(4-fluorophenyl)-5-methyl-1H-indol-3-yl]-1,3,4-oxadiazol-2-yl}amino)-4-hydroxypyrrolidin-2-one